C12(CC(C1)C2)N2[C@@H](C=1NC3=CC=CC=C3C1C[C@H]2C)C2=CC=C(C=C2)N[C@@H]2CNC[C@@H]2F (3r,4s)-N-(4-((1r,3r)-2-(bicyclo[1.1.1]pentan-1-yl)-3-methyl-2,3,4,9-tetrahydro-1H-pyrido[3,4-b]indol-1-yl)phenyl)-4-fluoropyrrolidin-3-amine